C(=C)CO[SiH](OCCCCCCCCCCCC)OCCCCCCCCCCCC vinylmeth-oxydilauryloxysilane